ClC1=CC(=C(C=C1)C1=CC(=CC=C1)C(=O)NC1=C(C(=CC(=C1)CN[C@H]1[C@H](CCC1)O)C(F)(F)F)O)C1=NN=CN1C 4'-Chloro-N-[2-hydroxy-5-({[(1R,2S)-2-hydroxycyclopentyl]amino}methyl)-3-(trifluoromethyl)phenyl]-2'-(4-methyl-1,2,4-triazol-3-yl)-[1,1'-biphenyl]-3-carboxamide